(8aS)-N-[4-(3-Cyanophenyl)-5-(2,6-dimethyl-4-pyridyl)thiazol-2-yl]-3,4,6,7,8,8a-hexahydro-1H-pyrrolo[1,2-a]pyrazine-2-carboxamide formate salt C(=O)O.C(#N)C=1C=C(C=CC1)C=1N=C(SC1C1=CC(=NC(=C1)C)C)NC(=O)N1C[C@H]2N(CC1)CCC2